CCC(CC)NC(=O)C1=NNC(=C1)C=1C=C(C=CC1)C=1OC(=CN1)C(=O)N[C@@H](C(C)C)C(=O)OCC ethyl (2-(3-(3-(pentan-3-ylcarbamoyl)-1H-pyrazol-5-yl)phenyl)oxazole-5-carbonyl)-L-valinate